COC1=NC=CC2=C(C=CC=C12)N1N=CC(=C1C(F)(F)F)C(C(=O)O)=C=O (1-(1-methoxyisoquinolin-5-yl)-5-(trifluoromethyl)-1H-pyrazol-4-yl)-2-carbonyl-acetic acid